(R)-4-(Hydroxymethyl)-2-methyl-4,5,8,9,10,11-hexahydropyrido[4',3':3,4]pyrazolo[5,1-d]-[1,2,5]oxadiazepin-1(2H)-one OC[C@H]1CN2C(C(N(O1)C)=O)=C1C(=N2)CCNC1